tert-Butyl 7-((3-cyano-1-((2-(trimethylsilyl)ethoxy)methyl)-1H-pyrrolo[2,3-b]pyridin-4-yl)oxy)-3,4-dihydroisoquinoline-2(1H)-carboxylate C(#N)C1=CN(C2=NC=CC(=C21)OC2=CC=C1CCN(CC1=C2)C(=O)OC(C)(C)C)COCC[Si](C)(C)C